BrC=1C=C(C=CC1F)NC(=NO)C1=NON=C1NCCCS(NC1CCCC1)(=O)=O N-(3-bromo-4-fluorophenyl)-N'-hydroxyl-4-((3-(N-cyclopentylsulfamoyl)propyl)amino)-1,2,5-oxadiazol-3-formamidine